CC1(OB(OC1(C)C)C1=CC2=CC=C(C=C2C=C1)C1=CC=CC=C1)C 4,4,5,5-tetramethyl-2-(6-phenylnaphthalen-2-yl)-1,3,2-dioxaborolane